(2,6-Dimethyl-4-morpholin-4-yl-phenyl)-carbamic acid butyl ester C(CCC)OC(NC1=C(C=C(C=C1C)N1CCOCC1)C)=O